FC(C1=NN=C(O1)C1CC2(C1)N(C(CN(C2=O)C2=C(C=C(C#N)C=C2)F)=O)CC2=CC=C(C=C2)C(F)(F)F)F 4-(2-(5-(difluoromethyl)-1,3,4-oxadiazol-2-yl)-6,9-dioxo-5-(4-(trifluoromethyl)benzyl)-5,8-diazaspiro[3.5]nonan-8-yl)-3-fluorobenzonitrile